5-(2-methyltetradecan-2-yl)-1,2,3-oxadiazol-4(5H)-one CC(C)(CCCCCCCCCCCC)C1C(N=NO1)=O